The molecule is an N-acyl-15-methylhexadecasphing-4-enine in which the acyl group has 21 carbons and 0 double bonds. It has a role as a Caenorhabditis elegans metabolite. It is a N-acyl-15-methylhexadecasphing-4-enine and a Cer(d38:1). It derives from a 15-methylhexadecasphing-4-enine and a henicosanoic acid. CCCCCCCCCCCCCCCCCCCCC(=O)N[C@@H](CO)[C@@H](/C=C/CCCCCCCCCC(C)C)O